5-(4-((4-bromophenyl)ethynyl)phenyl)-3-(chloromethyl)isoxazole BrC1=CC=C(C=C1)C#CC1=CC=C(C=C1)C1=CC(=NO1)CCl